O1COC=2C(=NC=CC21)CN2[C@H](C[C@@H](C2)F)C(=O)NC=2C=NC(=NC2)C2=NC=CC=C2 (2R,4S)-1-([1,3]dioxolo[4,5-c]pyridin-4-ylmethyl)-4-fluoro-N-(2-(pyridin-2-yl)pyrimidin-5-yl)pyrrolidine-2-carboxamide